C(C1=CC=CC=C1)(C1=CC=CC=C1)(C1=CC=CC=C1)ON=C(C1=CC=C(C=C1)F)C1=CC=CC=C1 4-fluorobenzophenone O-trityl oxime